tert-butyl (S)-4-(4-((4-((2-(2-(2-((3,4-dimethoxybenzyl)amino)-2-oxoacetyl)pyrrolidin-1-yl)-2-oxoethyl)carbamoyl)quinolin-8-yl)amino)-4-oxobutyl)piperazine-1-carboxylate COC=1C=C(CNC(C(=O)[C@H]2N(CCC2)C(CNC(=O)C2=CC=NC3=C(C=CC=C23)NC(CCCN2CCN(CC2)C(=O)OC(C)(C)C)=O)=O)=O)C=CC1OC